C(C1=CC=CC=C1)OC1=C(C=C(C=C1)F)C1(CC1)NC(OC(C)(C)C)=O tert-butyl (1-(2-(benzyloxy)-5-fluorophenyl)cyclopropyl)-carbamate